C(#N)[N+]1=CC=C(C=C1)N(C)C 1-cyano-4-dimethylaminopyridinium